C[C@H]1N(C[C@@H](N(C1)C=1C2=C(N=CN1)NC=C2C)C)C(=O)OC(C)(C)C tert-butyl (2R,5S)-2,5-dimethyl-4-(5-methyl-7H-pyrrolo[2,3-d]pyrimidin-4-yl)piperazine-1-carboxylate